4-[4-[bis(tert-butoxycarbonyl)amino]pyrrolo[2,1-f][1,2,4]triazin-7-yl]-2-(methoxymethyl)pyrrolidine-1-carboxylate C(C)(C)(C)OC(=O)N(C1=NC=NN2C1=CC=C2C2CC(N(C2)C(=O)[O-])COC)C(=O)OC(C)(C)C